BrC1=CC=C(\C=N\C(C(=O)OCC)(CC(=C)CCl)CC(=C)CCl)C=C1 ethyl (E)-2-((4-bromobenzylidene)amino)-4-(chloromethyl)-2-(2-(chloromethyl)allyl)pent-4-enoate